C(C1=CC=CC=C1)C1(CC(=NO1)CN(C)C(=O)OC(C)(C)C)C(=O)OC methyl 5-benzyl-3-(((tert-butoxycarbonyl) (methyl)amino)methyl)-4,5-dihydroisoxazol-5-carboxylate